C(CC)[C@@]1(CCC[C@@H]2C3=CC=CC=C3[C@@H](C=C12)C(=O)OCC1=CC=CC=C1)C(=O)OCC1=CC=CC=C1 Dibenzyl (1S,4aR,9R)-1-propyl-1,2,3,4,4a,9-hexahydrophenanthrene-1,9-dicarboxylate